4-bromo-7-chloro-1-{[2-(trimethylsilyl)ethoxy]methyl}indazole BrC1=C2C=NN(C2=C(C=C1)Cl)COCC[Si](C)(C)C